Trianisylphosphine COC1=CC=C(C=C1)P(C2=CC=C(C=C2)OC)C3=CC=C(C=C3)OC